trans-4-(((trans-4-(6-Cyano-5-methoxypyridin-2-yl)cyclohexyl)methyl)(4-(2-cyclopropyloxazol-4-yl)pyridine-2-yl)carbamoyl)cyclohexyl methylcarbamate CNC(O[C@@H]1CC[C@H](CC1)C(N(C1=NC=CC(=C1)C=1N=C(OC1)C1CC1)C[C@@H]1CC[C@H](CC1)C1=NC(=C(C=C1)OC)C#N)=O)=O